C(C)(C)C1=CC=CC2=C(C=CC=C12)C(C)C 1,5-diisopropylnaphthalene